3-fluoro-2-hydroxy-5-(4-(4-(pyrrolidin-1-yl)pyridin-2-yl)piperidine-1-carbonyl)benzaldehyde FC=1C(=C(C=O)C=C(C1)C(=O)N1CCC(CC1)C1=NC=CC(=C1)N1CCCC1)O